1-ethyl-5-(6-(2-hydroxy-6-methyl-4-(trifluoromethyl)phenyl)-2H-pyrazolo[3,4-b]pyrazin-2-yl)piperidin-2-one C(C)N1C(CCC(C1)N1N=C2N=C(C=NC2=C1)C1=C(C=C(C=C1C)C(F)(F)F)O)=O